C(C)N(C=NC1=C(C=C(C(=C1)F)C1(COC1)OC)C)C N-ethyl-N'-(5-fluoro-4-(3-methoxyoxetan-3-yl)-2-methylphenyl)-N-methylformimidamide